N-(4-(5-benzyl-2-(4-fluorophenyl)-4,5,6,7-tetrahydropyrazolo[1,5-a]pyrazin-3-yl)pyridin-2-yl)-2-methylbutanamide C(C1=CC=CC=C1)N1CC=2N(CC1)N=C(C2C2=CC(=NC=C2)NC(C(CC)C)=O)C2=CC=C(C=C2)F